ClC1=CC(=C(N=N1)OC)[C@H](C)N1N=C(C(=C1)NC([C@H](C1CCC(CC1)C)NC(OC(C)(C)C)=O)=O)F tert-butyl N-[(1S)-2-[[1-[(1S)-1-(6-chloro-3-methoxy-pyridazin-4-yl)ethyl]-3-fluoro-pyrazol-4-yl]amino]-1-(4-methylcyclohexyl)-2-oxo-ethyl]carbamate